(3,4-dimethoxyphenyl)-2-amino-2-methylpropanenitrile COC=1C=C(C=CC1OC)CC(C#N)(C)N